FC(C(=O)O)(F)F.C(#N)CC(N1N=CC(=C1)C=1C2=C(N=CN1)NC=C2)C=2C=NC=C(C#N)C2 5-{2-cyano-1-[4-(7H-pyrrolo-[2,3-d]pyrimidin-4-yl)-1H-pyrazol-1-yl]ethyl}nicotinonitrile trifluoroacetate